FC(C)(F)C1=NC(=NC(=C1)OC)N1N=C(C=2C=NC(=CC21)CC(=O)N)N2CC(CC2)N(C)C (1-(4-(1,1-difluoroethyl)-6-methoxypyrimidin-2-yl)-3-(3-(dimethylamino)pyrrolidin-1-yl)-1H-pyrazolo[4,3-c]pyridin-6-yl)acetamide